FC(OC1=NC(=NC(=C1C)OC)N)F 4-(difluoromethoxy)-6-methoxy-5-methyl-pyrimidin-2-amine